CN1C=NC=2N(C=3C=CC(=CC3C21)C2CC(=NO2)OC2=NC=CC=N2)C2=CC=C(C=C2)C(F)(F)F (5-{1-methyl-4-[4-(trifluoromethyl)phenyl]-1H,4H-imidazo[4,5-b]indol-7-yl}-4,5-dihydro-1,2-oxazol-3-yl)oxypyrimidine